4-(tert-butoxy)-1-fluoro-2-nitrobenzene C(C)(C)(C)OC1=CC(=C(C=C1)F)[N+](=O)[O-]